ClC1(C=CC=CC=C1)Cl 1,1-dichloro-cycloheptatriene